NC(C)C=1C(=C(C(=C(C1)Cl)F)[C@H]1CC(NC1)=O)OCC (4R)-4-(3-(1-aminoethyl)-5-chloro-2-ethoxy-6-fluorophenyl)pyrrolidin-2-one